(S)-6-(((8-fluoroquinolin-5-yl)(1-(1-methylcyclopropyl)-1H-1,2,3-triazol-4-yl)methyl)amino)-4-((3,3,3-trifluoro-2,2-dimethylpropyl)amino)quinoline FC=1C=CC(=C2C=CC=NC12)[C@@H](C=1N=NN(C1)C1(CC1)C)NC=1C=C2C(=CC=NC2=CC1)NCC(C(F)(F)F)(C)C